C(C)OC(C[C@@H](C=1C=C(C=CC1)C1=C(C=CC(=C1)OC)C)NC(=O)NC=1C(N(C=C(C1O)C)C)=O)=O (S)-3-(3-(4-hydroxy-1,5-dimethyl-2-oxo-1,2-dihydropyridin-3-yl)ureido)-3-(5'-methoxy-2'-methylbiphenyl-3-yl)propanoic acid ethyl ester